3-(4-fluorophenyl)-1-ethyl-2,4-dioxo-1,2,3,4-tetrahydropyrimidine-5-carboxamide FC1=CC=C(C=C1)N1C(N(C=C(C1=O)C(=O)N)CC)=O